dicarboxyl-octylenediamine C(=O)(O)NCCCCCCCCNC(=O)O